N[C@@H](CCC(=O)N1CC(C1)OC1=CC=C(C(=C1C(=O)O)O)CCB(O)O)C(=O)O 6-({1-[(4S)-4-amino-4-carboxybutyryl]azetidin-3-yl}oxy)-3-(2-boronoethyl)-2-hydroxybenzoic acid